7-{[4-(4-Nitrophenyl)piperazin-1-yl]methyl}-2-phenyl-3,4-dihydroquinazolin-4-one [N+](=O)([O-])C1=CC=C(C=C1)N1CCN(CC1)CC1=CC=C2C(NC(=NC2=C1)C1=CC=CC=C1)=O